2-Ethylhexyl 3-(4-formyl-5-hydroxy-2-methyl-phenyl)sulfanylpropanoate C(=O)C1=CC(=C(C=C1O)SCCC(=O)OCC(CCCC)CC)C